(R)-ethyl 2-(2-((5-bromo-1-(sec-butyl)-1H-indazol-3-yl)methoxy)phenyl)acetate BrC=1C=C2C(=NN(C2=CC1)[C@H](C)CC)COC1=C(C=CC=C1)CC(=O)OCC